ClC=1C=CC2=C(N=C(S2)C2CC3(CC(C3)NC(=O)C3CS(C3)(=O)=O)C2)C1 N-[6-(5-chloro-1,3-benzothiazol-2-yl)spiro[3.3]heptan-2-yl]-1,1-dioxo-thietane-3-carboxamide